(R)-6-chloro-1-(tetrahydrofuran-3-yl)-1H-pyrazolo[3,4-b]pyrazine ClC1=CN=C2C(=N1)N(N=C2)[C@H]2COCC2